C(C)C1=C(C=CC=C1)C1N(CCN(C1)CC1=CC=C(C=C1)OC)C1CC2(C1)CCNCC2 2-(2-(2-ethylphenyl)-4-(4-methoxybenzyl)piperazin-1-yl)-7-azaspiro[3.5]nonane